O=C(CNC(=O)C1=CC=CC2=CC=CC=C12)NC1=C(C=CC=C1)SC1=CC=CC=C1 N-(2-oxo-2-((2-(phenylthio)phenyl)amino)ethyl)-1-naphthamide